5-[6-chloro-7-(difluoromethyl)-3,4-dihydro-2H-quinolin-1-yl]-N,1-dimethylindole-3-carboxamide ClC=1C=C2CCCN(C2=CC1C(F)F)C=1C=C2C(=CN(C2=CC1)C)C(=O)NC